Cl.C[C@@H](C1=CC=C(C=C1)[N+](=O)[O-])N (S)-alpha-methyl-4-nitrobenzylamine hydrochloride